ClC1=C2C(=C(N=N1)Cl)COCCC2 1,4-dichloro-5,7,8,9-tetrahydrooxepino[3,4-d]pyridazine